[(1R,3R,4R)-3-methoxy-4-(methylamino)cyclohexyl]methanone trifluoroacetate FC(C(=O)O)(F)F.CO[C@@H]1C[C@@H](CC[C@H]1NC)C=O